2-[(3S)-1-(4-hydroxyphenyl)-2,5-dioxopyrrolidin-3-yl]sulfanylbenzoate OC1=CC=C(C=C1)N1C([C@H](CC1=O)SC1=C(C(=O)[O-])C=CC=C1)=O